CCCC/C=C\C/C=C\CCCCCCCC(=O)O[C@H](COC(=O)CCCCCCC/C=C\C/C=C\C/C=C\CC)COP(=O)([O-])OCC[N+](C)(C)C 1-(9Z,12Z,15Z-octadecatrienoyl)-2-(9Z,12Z-heptadecadienoyl)-glycero-3-phosphocholine